C(C)(C)OCCCCC 1-isopropoxypentane